O1CCN(CC1)C=1C(=CC2=CN(N=C2C1)CCN1CCCCC1)N 6-morpholino-2-(2-(piperidin-1-yl)ethyl)-2H-indazole-5-amine